FC(C1=C(C=C(C(=O)N(C)[C@@H]2C=3C4=C(C(NC3CNC2)=O)C=C(C=C4)F)C=C1F)F)F (R)-4-(difluoromethyl)-3,5-difluoro-N-(8-fluoro-6-oxo-1,2,3,4,5,6-hexahydrobenzo[c][1,7]naphthyridin-1-yl)-N-methylbenzamide